COC1=C2C(=NC(=NC2=CC=C1)C(F)(F)F)C=1C=NC(=NC1)C(F)(F)F 5-methoxy-2-(trifluoromethyl)-4-[2-(trifluoromethyl)pyrimidin-5-yl]quinazoline